tert-butyl (R)-3-(((S)-1-(4-(difluoromethoxy)phenyl)ethyl)((R)-2-hydroxy-3-(methylamino)-3-oxopropyl)carbamoyl)-6-methyl-2,4,6,7-tetrahydro-5H-pyrazolo[4,3-c]pyridine-5-carboxylate FC(OC1=CC=C(C=C1)[C@H](C)N(C(=O)C=1NN=C2C1CN([C@@H](C2)C)C(=O)OC(C)(C)C)C[C@H](C(=O)NC)O)F